N-[4-(4-chloro-1H-pyrazol-1-yl)-3-sulfamoylphenyl]-2-(2-methoxyphenyl)acetamide Racemic-ethyl-4-(2,4-difluorophenyl)-6,7,8,9-tetrahydro-5H-6,9-epoxycyclohepta[b]pyridine-2-carboxylate C(C)OC(=O)C1=CC(=C2C(=N1)C1CCC(C2)O1)C1=C(C=C(C=C1)F)F.ClC=1C=NN(C1)C1=C(C=C(C=C1)NC(CC1=C(C=CC=C1)OC)=O)S(N)(=O)=O